ClC1=CC=C(C=C1)C1=C(N=C(N1)C1=C(C=C(NCC2=CC(=CC=C2)F)C=C1)F)C 4-(5-(4-chlorophenyl)-4-methyl-1H-imidazol-2-yl)-3-fluoro-N-(3-fluorobenzyl)aniline